COC=1C=C(C=2N(C1)N=CC2)C=2C=CC(=NC2)N2CCN(CC2)C(C#CC2=CC=CC=C2)=O 1-(4-(5-(6-methoxypyrazolo[1,5-a]pyridin-4-yl)-2-pyridinyl)piperazin-1-yl)-3-phenyl-prop-2-yn-1-one